(3S,4R)-4-Methyltetrahydrofuran-3-yl (8-amino-6-(8-methyl-2,3-dihydro-1H-pyrido[2,3-b][1,4]oxazin-7-yl)isoquinolin-3-yl)carbamate hydrochloride Cl.NC=1C=C(C=C2C=C(N=CC12)NC(O[C@@H]1COC[C@H]1C)=O)C1=C(C2=C(OCCN2)N=C1)C